sodium trimethyllauryl sulfate S(=O)(=O)(OCCCCCCCCCCCC(C)(C)C)[O-].[Na+]